N1(CCC1)C1CCN(CC1)C1=CC(=C(C=C1)OC1CC1)[N+](=O)[O-] 4-(azetidin-1-yl)-1-(4-cyclopropoxy-3-nitrophenyl)piperidine